(R)-N8-(2-aminoethyl)-N2-(3-chloro-4-fluorophenyl)-N4-(1-cyclopropylethyl)quinazoline-2,4,8-triamine NCCNC=1C=CC=C2C(=NC(=NC12)NC1=CC(=C(C=C1)F)Cl)N[C@H](C)C1CC1